NC([C@H](C[C@H]1C(NCC1)=O)NC([C@H](CC=1C=NC=CC1)NC(=O)C=1NC2=CC=CC(=C2C1)OC)=O)=O N-[(1S)-2-[[(1S)-2-amino-2-oxo-1-[[(3S)-2-oxopyrrolidin-3-yl]methyl]ethyl]amino]-2-oxo-1-(3-pyridylmethyl)ethyl]-4-methoxy-1H-indole-2-carboxamide